ClC=1C=CC(=C(CN(C(=O)C=2C(=NN(C2F)C)C(F)F)C2CC2)C1)CC N-(5-chloro-2-ethylbenzyl)-N-cyclopropyl-3-(difluoromethyl)-5-fluoro-1-methyl-1H-pyrazol-4-carboxamid